FC(C=1C=C(CN2C=C(C3=CC=CC=C23)/C=C(/C(=O)O)\C#N)C=C(C1)C(F)(F)F)(F)F (E)-3-(1-(3,5-bis(trifluoromethyl)benzyl)-1H-indol-3-yl)-2-cyanoacrylic acid